1-(7-isopropoxy-4-(1-methyl-3-phenyl-1H-pyrazol-4-yl)quinazolin-6-yl)ethan-1-one C(C)(C)OC1=C(C=C2C(=NC=NC2=C1)C=1C(=NN(C1)C)C1=CC=CC=C1)C(C)=O